N-[2-(azetidin-2-ylmethylamino)-2-oxo-ethyl]-4-[[3-[1-(2,2-difluoroethyl)-3-(trifluoromethyl)pyrazol-4-yl]imidazo[1,2-a]pyrazin-8-yl]amino]-2-ethyl-benzamide formate C(=O)O.N1C(CC1)CNC(CNC(C1=C(C=C(C=C1)NC=1C=2N(C=CN1)C(=CN2)C=2C(=NN(C2)CC(F)F)C(F)(F)F)CC)=O)=O